N-methyl-2-oxo-N-(tetrahydro-2H-pyran-3-yl)-4-(o-tolyl)-2H-chromene-7-carboxamide CN(C(=O)C1=CC=C2C(=CC(OC2=C1)=O)C1=C(C=CC=C1)C)C1COCCC1